FC=1C=C2C(=CNC(C2=CC1F)=O)[C@H](C)N(C(=O)C=1C=C2C(=CC=CN2C1)F)C (S)-N-(1-(6,7-difluoro-1-oxo-1,2-dihydroisoquinolin-4-yl)ethyl)-8-fluoro-N-methylindolizine-2-carboxamide